CC=1C(=CC=C2C=CC=NC12)C1=CC=C(CC=2CCN(CC2)C(=O)[C@@H]2OCCC2)C=C1 (R)-(4-(4-(8-methyl-quinolin-7-yl)benzyl)-3,6-dihydropyridin-1(2H)-yl)(tetrahydro-furan-2-yl)methanone